C(CCC)N(CCCC)C[Si](OCC)(OCC)OCC Dibutylaminomethyltriethoxysilan